[Na].CC1=CN=C(S1)S(=O)(=O)N 5-methyl-2-thiazolylsulfonamide sodium salt